SC(CC(=O)NN=C(C)C1=CC=C(C=N1)OCCCC(=O)O)(C)C 4-((6-(1-(2-(3-Mercapto-3-methylbutanoyl)hydrazineylidene)ethyl)pyridin-3-yl)oxy)butanoic acid